NC1=CC(=NN1C1=C(C=CC(=C1)OC=1C(=C2C=CN(C2=CC1F)COCC[Si](C)(C)C)F)F)CC=1C=C(C=CC1)CCC(=O)OCC ethyl 3-[3-[[5-amino-1-[5-[4,6-difluoro-1-(2-trimethylsilylethoxymethyl)indol-5-yl]oxy-2-fluoro-phenyl]pyrazol-3-yl]methyl]phenyl]propanoate